tert-butyl (S)-6-(3-(2-ethyl-2-methylpiperazin-1-yl)-5-methyl-1H-pyrazol-1-yl)-2-azaspiro[3.3]heptane-2-carboxylate C(C)[C@@]1(N(CCNC1)C1=NN(C(=C1)C)C1CC2(CN(C2)C(=O)OC(C)(C)C)C1)C